(2r,3r)-(-)-2-benzyloxy-butanetriol C(C1=CC=CC=C1)O[C@@H](C(O)(O)O)CC